OCC1=CC=C(C=C1)B1OC(C)(C)C(C)(C)O1 4-(Hydroxymethyl)benzeneboronic acid pinacol ester